C(CCCCCCCCCCCCCCCCCCCCC)(=O)OCCCCCCCCCCCCCCCCCCCCCC Behenyl Behenoate